C(CC)O[Si](CCCCC1OC1)(OCCC)OCCC 2-[4-(tripropoxysilyl)butyl]oxirane